NC[C@@H]1CN(CC1)C(=O)OC(C)(C)C tert-butyl (R)-3-(aminomethyl)pyrrolidine-1-carboxylate